Diethyl (4-(8-(4-bromophenethyl)-7-ethyl-2,6-dioxo-1-(prop-2-yn-1-yl)-1,2,6,7-tetrahydro-3H-purin-3-yl)butyl)phosphonate BrC1=CC=C(CCC2=NC=3N(C(N(C(C3N2CC)=O)CC#C)=O)CCCCP(OCC)(OCC)=O)C=C1